ClC1=C(C=CC(=C1)Cl)[C@H]1[C@@H](OC(O1)(C)C)CO ((4S,5S)-5-(2,4-dichlorophenyl)-2,2-dimethyl-1,3-dioxolan-4-yl)methanol